FC1=C(C=CC(=N1)C(=O)N[C@H]1[C@H](C1)F)N1CCN(CC1)CC=1C(=C2NC(C(=NC2=CC1)C)=O)F 6-fluoro-5-(4-((5-fluoro-2-methyl-3-oxo-3,4-dihydroquinoxalin-6-yl)methyl)piperazin-1-yl)-N-((1R,2S)-2-fluorocyclopropyl)picolinamide